ethyl (1s,5s)-3-oxabicyclo[3.1.0]hexane-1-carboxylate [C@]12(COC[C@H]2C1)C(=O)OCC